(3R,5R)-5-amino-6-(4-bromo-2-chloro-phenyl)-2-ethoxy-hex-1-en-3-ol N[C@@H](C[C@H](C(=C)OCC)O)CC1=C(C=C(C=C1)Br)Cl